Naphthalene tert-butyl-4-(2-chloro-5-cyano-3-((8-cyano-4-((4-methoxybenzyl)((1S,2S)-2-methylcyclopropyl)amino)pyrazolo[1,5-a][1,3,5]triazin-2-yl)amino)phenyl)piperazine-1-carboxylate C(C)(C)(C)OC(=O)N1CCN(CC1)C1=C(C(=CC(=C1)C#N)NC1=NC=2N(C(=N1)N([C@@H]1[C@H](C1)C)CC1=CC=C(C=C1)OC)N=CC2C#N)Cl.C2=CC=CC1=CC=CC=C21